2,6-dichlorodichlorobenzene ClC1=CC(=C(C=C1Cl)Cl)Cl